3-(4-hydroxyphenyl)-acetone OC1=CC=C(C=C1)CC(C)=O